(S)-2-((2-((S)-2-(difluoromethyl)-5-oxopyrrolidin-1-yl)-5,6-dihydrobenzo[f]imidazo[1,2-d][1,4]oxazepin-9-yl)amino)propionamide FC([C@H]1N(C(CC1)=O)C=1N=C2N(CCOC3=C2C=CC(=C3)N[C@H](C(=O)N)C)C1)F